tert-butyl (1S,2S,5R)-2-((R)-1-hydroxyethyl)-3,8-diazabicyclo[3.2.1]Octane-8-carboxylate O[C@H](C)[C@@H]1[C@@H]2CC[C@H](CN1)N2C(=O)OC(C)(C)C